2,2-dimethyl-1,3-dioxolan-4-amine CC1(OCC(O1)N)C